4-[(4-methyl-thiophenyl)methyl]-1-propyl-5-trifluoromethylpyrazole CC=1C=C(SC1)CC=1C=NN(C1C(F)(F)F)CCC